C1(=CC=C(C=C1)CC(=O)NCCCCCCCC1=CC(=CC=C1)C1=NC=2N(C(=C1)N1CCN(CC1)CCO)N=C(C2C2=CC=CC=C2)C)C2=CC=CC=C2 2-([1,1'-biphenyl]-4-yl)-N-(7-(3-(7-(4-(2-hydroxyethyl)piperazin-1-yl)-2-methyl-3-phenylpyrazolo[1,5-a]pyrimidin-5-yl)phenyl)heptyl)acetamide